C(#N)C1=C(C=C(C=N1)N1C(N(C(C1=O)(C)C)CC(=O)O)=O)C(F)(F)F 2-[3-[6-cyano-5-(trifluoromethyl)pyridin-3-yl]-5,5-dimethyl-2,4-dioxo-imidazolidin-1-yl]acetic acid